tert-butyl 5-[5-[[4-[tert-butoxycarbonyl(methyl)amino]-6-methyl-2-pyridyl]amino]-6-chloro-2,3-dihydrofuro[3,2-b]pyridin-7-yl]-2,3,4,7-tetrahydroazepine-1-carboxylate C(C)(C)(C)OC(=O)N(C1=CC(=NC(=C1)C)NC1=C(C(=C2C(=N1)CCO2)C=2CCCN(CC2)C(=O)OC(C)(C)C)Cl)C